FC1=C(COC2=C(C=C(C=C2)NC2=C(C=3N=C(C=NC3C=C2)N2CCOCC2)C#N)OC)C=CC(=C1)OC 6-((4-((2-fluoro-4-methoxybenzyl)oxy)-3-methoxyphenyl)amino)-3-morpholinoquinoxaline-5-carbonitrile